(6-chloro-2-methoxypyridin-3-yl)-methanol ClC1=CC=C(C(=N1)OC)CO